tert-butyl 7-(3-bromopyrazolo[1,5-a]pyrimidin-5-yl)-4,7-diazaspiro[2.5]octane-4-carboxylate BrC=1C=NN2C1N=C(C=C2)N2CCN(C1(CC1)C2)C(=O)OC(C)(C)C